CC1=C(C(=CC(=C1)OCCCC)C)O 2,6-Dimethyl-4-butoxyphenol